CNC=1N=CC(=C2C=C(N=CC12)C1(CC1)C(=O)N)C1=CC=CC=C1 (8-(methylamino)-5-phenyl-2,7-naphthyridin-3-yl)cyclopropanecarboxamide